bis(4-(9H-carbazol-9-yl)phenyl)diphenylmonosilane C1=CC=CC=2C3=CC=CC=C3N(C12)C1=CC=C(C=C1)[Si](C1=CC=CC=C1)(C1=CC=CC=C1)C1=CC=C(C=C1)N1C2=CC=CC=C2C=2C=CC=CC12